1-(7-(1-(3,4-Difluorobenzyl)piperidin-3-yl)-2-methylpyrazolo[1,5-a]pyrimidin-3-yl)-N-((tetrahydro-2H-pyran-4-yl)methyl)methanamine FC=1C=C(CN2CC(CCC2)C2=CC=NC=3N2N=C(C3CNCC3CCOCC3)C)C=CC1F